(R)-2-(5-((3,3-difluoropiperidin-4-yl)(methyl)amino)pyrazin-2-yl)-5-(1H-imidazol-1-yl)phenol FC1(CNCC[C@H]1N(C=1N=CC(=NC1)C1=C(C=C(C=C1)N1C=NC=C1)O)C)F